3-(((1-(2-hydroxyethyl)-1H-tetrazol-5-yl)thio)methyl)-7-methoxy-8-oxo-5-oxa-1-azabicyclo[4.2.0]oct-2-ene-2-carboxylic acid sodium salt [Na+].OCCN1N=NN=C1SCC1=C(N2C(C(C2OC1)OC)=O)C(=O)[O-]